C(C)(C)N(O)C(C)C N,N-diisopropylhydroxylamine